ls-1,4-dimethylnaphthalene CC1=CC=C(C2=CC=CC=C12)C